2-hydroxyl-3-(trimethylammonio)propyl ether chloride [Cl-].OC(COCC(C[N+](C)(C)C)O)C[N+](C)(C)C.[Cl-]